1H-benzimidazole-5,6-diol N1C=NC2=C1C=C(C(=C2)O)O